ClC1=C(C=CC=C1)C1=C(C=CC=C1)C1=C(C2=CC=CC=C2C=C1)C1=CC=CC=2C3=CC=CC=C3NC12 (2-(2'-chloro-[1,1'-biphenyl]-2-yl)naphthalen-1-yl)-9H-carbazole